3-(biphen-4-yl)-5-(4-tert-butylphenyl)-4-phenyl-4H-1,2,4-triazole C1(=CC=C(C=C1)C1=CC=CC=C1)C1=NN=C(N1C1=CC=CC=C1)C1=CC=C(C=C1)C(C)(C)C